6-((3-(5-(3,5-difluorophenyl)-4,5-dihydro-1H-pyrazole-1-carbonyl)bicyclo[1.1.1]pentan-1-yl)methoxy)pyridazine-3-carbonitrile FC=1C=C(C=C(C1)F)C1CC=NN1C(=O)C12CC(C1)(C2)COC2=CC=C(N=N2)C#N